2-(2-nitrophenyl)propyl-oxycarbonyl-hexylamine [N+](=O)([O-])C1=C(C=CC=C1)C(COC(=O)NCCCCCC)C